BrC1=CC=2NC3=CC=C(C=C3C2C(=C1C)C)Cl 2-bromo-6-chloro-3,4-dimethyl-9H-carbazole